N-hexadecyl-2-(3-methoxy-4-tetrahydropyranyloxy-phenyl)-7-methoxy-3,5-di-tetrahydropyranyloxy-quinolin-4-one C(CCCCCCCCCCCCCCC)N1C(=C(C(C2=C(C=C(C=C12)OC)OC1OCCCC1)=O)OC1OCCCC1)C1=CC(=C(C=C1)OC1OCCCC1)OC